(3S)-8-((S)-4-acryloyl-2-methylpiperazin-1-yl)-11-(2,4-difluorophenyl)-3-hydroxy-10-(trifluoromethyl)-3,4-dihydro-2H,6H-[1,4]thiazepino[2,3,4-ij]quinazolin-6-one C(C=C)(=O)N1C[C@@H](N(CC1)C1=NC(N2C3=C(C(=C(C=C13)C(F)(F)F)C1=C(C=C(C=C1)F)F)SC[C@H](C2)O)=O)C